FC1=C(C=C2C=CN(C(C2=C1)=O)CCC[C@H](CC#N)NC=1C=NNC(C1C(F)(F)F)=O)C1=NC=C(C=N1)C(F)(F)F (3R)-6-[7-fluoro-1-oxo-6-[5-(trifluoromethyl)pyrimidin-2-yl]-2-isoquinolyl]-3-[[6-oxo-5-(trifluoromethyl)-1H-pyridazin-4-yl]amino]hexanenitrile